(S)-4-(2-((1-(2-amino-2-oxoethyl)-1H-pyrazol-4-yl)amino)-5-chloropyrimidin-4-yl)-N-(1-cyanoethyl)benzamide NC(CN1N=CC(=C1)NC1=NC=C(C(=N1)C1=CC=C(C(=O)N[C@@H](C)C#N)C=C1)Cl)=O